3-((Z)-((Z)-5-benzylidene-4-methyl-3,6-dioxopiperazin-2-ylidene)methyl)-N-(4-(2-(6,7-dimethoxy-3,4-dihydroisoquinolin-2(1H)-yl)ethyl)phenyl)benzamide C(/C1=CC=CC=C1)=C\1/N(C(/C(/NC1=O)=C/C=1C=C(C(=O)NC2=CC=C(C=C2)CCN2CC3=CC(=C(C=C3CC2)OC)OC)C=CC1)=O)C